2-benzyl-1,3-cyclohexanedione C(C1=CC=CC=C1)C1C(CCCC1=O)=O